NC1=NC=CC(=C1)OC 2-amino-4-methoxypyridine